cis-2-methylhexahydropyrrolo[3,4-c]pyrrole CN1C[C@@H]2CNC[C@@H]2C1